P(=O)#CC(=O)SCCNC(CCNC([C@@H](C(COP(OP(OC[C@@H]1[C@H]([C@H]([C@@H](O1)N1C=NC=2C(N)=NC=NC12)O)OP(=O)(O)O)(=O)O)(=O)O)(C)C)O)=O)=O phosphoryl-acetyl-CoA